FC(OC=1C=C(C=CC1)C1=NN(C(=N1)C1[C@H]2CC(C[C@@H]12)N1CCOCCC1)C(C)C)F 4-((1R,3s,5S,6r)-6-(3-(3-(difluoromethoxy)phenyl)-1-isopropyl-1H-1,2,4-triazol-5-yl)bicyclo[3.1.0]hexan-3-yl)-1,4-oxaazepane